C(C1=CC=CC=C1)O[C@H]1[C@H](OCCN=[N+]=[N-])OC[C@H]([C@@H]1OCC1=CC=CC=C1)O (2-azidoethyl) 2,3-di-O-benzyl-β-D-xylopyranoside